2-ethyl-N-(1-methoxy-2-propyl)-6-methylaniline C(C)C1=C(NC(COC)C)C(=CC=C1)C